C(CCCCCCCCCCCC)F tridecanyl fluoride